allyl (2,2,2-trichloroethyl) carbonate C(OCC=C)(OCC(Cl)(Cl)Cl)=O